N-(Cyclobutylmethyl)-5-(5-methoxy-3,4'-bipyridin-2'-yl)-1H-imidazol-2-amine C1(CCC1)CNC=1NC(=CN1)C1=NC=CC(=C1)C=1C=NC=C(C1)OC